rel-2'-chloro-N-(5-(((2s,5r)-5-(hydroxymethyl)-1,4-dioxan-2-yl)methoxy)-1,3,4-thiadiazol-2-yl)-5'-methoxy-6-methyl-(4,4'-bipyridine)-3-carboxamide ClC1=NC=C(C(=C1)C1=C(C=NC(=C1)C)C(=O)NC=1SC(=NN1)OC[C@H]1OC[C@H](OC1)CO)OC |o1:24,27|